FC=1N=CN(C1)C1=CC=CC2=C1C=C(O2)C(=O)Cl 4-(4-fluoro-1H-imidazol-1-yl)benzofuran-2-carbonyl chloride